FC1=C(CN2CCC(CC2)(F)\C=C\2/CC3=C(S2(=O)=O)C=C(C(=C3)OC)OC)C=C(C=C1)F (E)-2-((1-(2,5-difluorobenzyl)-4-fluoropiperidin-4-yl)methylene)-5,6-dimethoxy-2,3-dihydrobenzo[b]thiophene 1,1-dioxide